BrC1=CNC=2N=C(N=C(C21)C#N)N2C(CC(CC2)(C2=C(C=CC=C2)F)NC([O-])=O)C(C)(C)C (1-(5-bromo-4-cyano-7H-pyrrolo[2,3-d]pyrimidin-2-yl)-4-(2-fluorophenyl) tert-butyl piperidin-4-yl)carbamate